C(C)(C)(C)OC(=O)N1CC2(CC(O2)N2CC(CC2)NC(=O)[C@H]2CCN(C3(CC3)C2)C(=O)C2=NNC(=C2)C2=CC(=NC=C2F)OC)C1 [3-[(7S)-4-[5-(5-fluoro-2-methoxypyridin-4-yl)-1H-pyrazole-3-carbonyl]-4-azaspiro[2.5]octane-7-amidyl]pyrrolidin-1-yl]-1-oxa-6-azaspiro[3.3]heptane-6-carboxylic acid tert-butyl ester